(Z)-9-6,7-Epoxyoctadecene CCCCCC1C(C\C=C/CCCCCCCC)O1